1-[(2-methylphenyl)methyl]cyclobutane-1-carbonitrile CC1=C(C=CC=C1)CC1(CCC1)C#N